(S)-2-isopropyl-4-(4-(4,4,5,5-tetramethyl-1,3,2-dioxaborolan-2-yl)phenyl)morpholine C(C)(C)[C@H]1CN(CCO1)C1=CC=C(C=C1)B1OC(C(O1)(C)C)(C)C